ClC1=C(C(=CC=C1)C)NC(=O)C1=CN=C(S1)NC(OC(C)(C)C)=O [5-[[(2-chloro-6-methylphenyl)amino]carbonyl]-2-thiazolyl]carbamic acid, 1,1-dimethylethyl ester